3-(5-(3-(4-((1s,3s)-adamantan-1-yl)piperazin-1-yl)propyl)-2-methyl-4-oxoquinazolin-3(4H)-yl)piperidine-2,6-dione C12(CC3CC(CC(C1)C3)C2)N2CCN(CC2)CCCC2=C3C(N(C(=NC3=CC=C2)C)C2C(NC(CC2)=O)=O)=O